2-(2,6-dioxo-piperidine-3-yl)-4-fluoro-isoindole-1,3-dione O=C1NC(CCC1N1C(C2=CC=CC(=C2C1=O)F)=O)=O